Bis(p-sulfonatophenyl)phenylphosphine dihydrate dipotassium salt C1=CC=C(C=C1)P(C2=CC=C(C=C2)S(=O)(=O)[O-])C3=CC=C(C=C3)S(=O)(=O)[O-].O.[K+].[K+]